3-(5-(5-(4-(((S)-4-(4-chlorophenyl)-3,6,9-trimethyl-6H-thieno[3,2-f][1,2,4]triazolo[4,3-a][1,4]diazepin-2-yl)ethynyl)-1H-pyrazol-1-yl)pentyl)-1-oxoisoindolin-2-yl)piperidine-2,6-dione ClC1=CC=C(C=C1)C1=N[C@H](C=2N(C3=C1C(=C(S3)C#CC=3C=NN(C3)CCCCCC=3C=C1CN(C(C1=CC3)=O)C3C(NC(CC3)=O)=O)C)C(=NN2)C)C